C(OC(C)(C)C)(OC1=CC=C(C=CC1=O)I)=O tert-butyl (4-iodo-7-oxocyclohepta-1,3,5-trien-1-yl) carbonate